ClC1=NC2=CC(=C(C=C2C(=N1)N(C)C1=CC(=CC=C1)I)F)Cl 2,7-dichloro-6-fluoro-N-(3-iodophenyl)-N-methyl-quinazolin-4-amine